S(=O)(=O)(O)[Se]S(=O)(=O)O.[W] tungsten sulfoselenide